FC(COC1=CC=C(OC=2C=C(C=C3C=NN(C23)C)C(=O)OC)C=C1)(COS(=O)(=O)C)F methyl 7-[4-(2,2-difluoro-3-methylsulfonyloxy-propoxy)phenoxy]-1-methyl-indazole-5-carboxylate